9-(cis-3-hydroxycyclobutyl)-7-methyl-2-((6-methyl-2,3-dihydrobenzofuran-5-yl)amino)-7,9-dihydro-8H-purin-8-one O[C@H]1C[C@H](C1)N1C2=NC(=NC=C2N(C1=O)C)NC=1C(=CC2=C(CCO2)C1)C